COC=1C=2N(C=CC1)C(=NC2)C(C)(C)NC(=O)C2[C@H]1CN(C[C@@H]2C1)C(=O)OC(C)(C)C tert-butyl (1R,5S,6r)-6-((2-(8-methoxyimidazo[1,5-a]pyridin-3-yl)propan-2-yl)carbamoyl)-3-azabicyclo[3.1.1]heptane-3-carboxylate